N-(imidazo[1,2-b]pyridazin-3-yl)-6-methoxy-2-((1s,2S,4R*)-2-methyl-4-(N-methylacetamido)cyclohexyl)-2H-indazole-5-carboxamide N=1C=C(N2N=CC=CC21)NC(=O)C2=CC1=CN(N=C1C=C2OC)[C@@H]2[C@H](C[C@@H](CC2)N(C(C)=O)C)C |o1:26|